BrC=1C(=NN2C1CCC1(C2)C(C1)(F)F)C1=NC=C(C=C1)F 3'-bromo-2,2-difluoro-2'-(5-fluoropyridin-2-yl)-5',7'-dihydro-4'H-spiro[cyclopropane-1,6'-pyrazolo[1,5-a]pyridine]